ClC1=C(C=CC=C1)C1=C(C(=CC=C1)NC(=O)[C@H]1N(C[C@@H](C1)F)C(CN1N=C(C2=CC(=CC=C12)C=1C=NC(=NC1)OC)C(=O)N)=O)F 1-(2-((2S,4R)-2-(2'-chloro-2-fluorobiphenyl-3-ylcarbamoyl)-4-fluoropyrrolidin-1-yl)-2-oxoethyl)-5-(2-methoxypyrimidin-5-yl)-1H-indazole-3-carboxamide